trans-3-amino-1-(2-methylcyclopropyl)pyridin-2(1H)-one hydrochloride Cl.NC=1C(N(C=CC1)[C@H]1[C@@H](C1)C)=O